N-[4-(4,4-difluoropiperidine-1-carbonyl)-3-pyrrolidin-1-ylphenyl]cyclopropanecarboxamide FC1(CCN(CC1)C(=O)C1=C(C=C(C=C1)NC(=O)C1CC1)N1CCCC1)F